N1=CC=C(C=C1)NC=1N=CC2=C(N1)NC=C2 N-(pyridin-4-yl)-7H-pyrrolo[2,3-d]pyrimidin-2-amine